O=C1N(C2=C(OC1)C=C(C=C2)NC2=CC=C(C=C2)N2CCC(CC2)C(F)(F)F)CCNC(OC(C)(C)C)=O tert-butyl (2-(3-oxo-7-((4-(4-(trifluoromethyl) piperidin-1-yl)phenyl)amino)-2,3-dihydro-4H-benzo[b][1,4]oxazin-4-yl)ethyl)carbamate